1-[4-(2-hydroxyethoxy)-phenyl]-2-hydroxy-methylpropione OCCOC1=CC=C(C=C1)CC(C(=O)CCC)O